[2-[[[2-(2-tert-butoxy-2-oxo-ethyl)indane-2-carbonyl]amino]methyl]-1,3-benzothiazol-5-yl]boronic Acid C(C)(C)(C)OC(CC1(CC2=CC=CC=C2C1)C(=O)NCC=1SC2=C(N1)C=C(C=C2)B(O)O)=O